(1R,4S)-4-((6-chloropyridin-2-yl)amino)spiro[4.4]nonan-1-ol ClC1=CC=CC(=N1)N[C@H]1CC[C@H](C12CCCC2)O